CN1N=CN=C1C(=O)N1[C@@H](C2=C(CC1)NC=N2)C2=NN1C(C(=CC=C1)C(F)(F)F)=C2 (S)-(1-methyl-1H-1,2,4-triazol-5-yl)(4-(4-(trifluoromethyl)pyrazolo[1,5-a]pyridin-2-yl)-6,7-dihydro-1H-imidazo[4,5-c]pyridin-5(4H)-yl)methanone